tert.-butylaminoethyl methacrylate C(C(=C)C)(=O)OCCNC(C)(C)C